[Cl-].CC(C[N+](C)(C)CCCC)CNC(C=C)=O (2-methyl-3-acrylamidopropyl)butyldimethylammonium chloride